C(C)C1=C2C(=CC(=CC2=CC=C1F)O)C1=C(C=2N=C(N=C(C2C=N1)N1[C@@H](CC1)CO)OC[C@]12CCCN2C[C@@H](C1)F)F 5-Ethyl-6-fluoro-4-(8-fluoro-2-(((2R,7aS)-2-fluorotetrahydro-1H-pyrrolizin-7a(5H)-yl)methoxy)-4-((S)-2-(hydroxymethyl)azetidin-1-yl)pyrido[4,3-d]pyrimidin-7-yl)naphthalen-2-ol